CN(C)P(N(C)C)(N(C)C)=NP(=NP(NC)(N(C)C)N(C)C)(N=P(N(C)C)(N(C)C)N(C)C)N=P(N(C)C)(N(C)C)N(C)C 1,1,1-tris{[tris(dimethylamino)phosphoranylidene]amino}-3,3-bis(dimethylamino)-3-methylamino-1λ5,3λ5-diphosphazene